(4S)-7-((7-(benzyloxy)-1-ethyl-6-fluoro-3-iodo-4-carbonyl-4,7,8,9-tetrahydro-1H-cyclopenta[h]quinolin-2-yl)methyl)-4-ethyl-4-hydroxy-1,7-dihydro-3H-pyrano[3,4-c]pyridine-3,8(4H)-dione C(C1=CC=CC=C1)OC1CCC=2C1=C(C=C1C(C(=C(N(C21)CC)CN2C(C1=C(C=C2)[C@@](C(OC1)=O)(O)CC)=O)I)=C=O)F